C1=CC=C(C=2SC3=C(C21)C=CC=C3C(=O)OC)C(=O)OC dimethyl dibenzo[b,d]thiophene-4,6-dicarboxylate